3-{6-[(1-{[4-methyl-5-(trifluoromethyl)pyridin-2-yl]carbamoyl}-D-prolyl)amino]pyridin-3-yl}benzoic acid CC1=CC(=NC=C1C(F)(F)F)NC(=O)N1[C@H](CCC1)C(=O)NC1=CC=C(C=N1)C=1C=C(C(=O)O)C=CC1